dicyan diacrylate C(C=C)(=O)O.C(C=C)(=O)O.N#CC#N